ClC=1C=C(C(=NC1)OC=1C(=CC=2N(C1)C(=C(N2)C(=O)OC)C)C#N)OCC(F)(F)F Methyl 6-((5-chloro-3-(2,2,2-trifluoroethoxy)pyridin-2-yl)oxy)-7-cyano-3-methylimidazo[1,2-a]pyridine-2-carboxylate